3-(4-(2-(2-Chloro-6-fluorophenyl)-3-methyl-3H-imidazo[4,5-f]quinoxalin-8-yl)-1H-pyrazol-1-yl)cyclobutan-1-ol ClC1=C(C(=CC=C1)F)C=1N(C=2C(=C3N=C(C=NC3=CC2)C=2C=NN(C2)C2CC(C2)O)N1)C